ClC1=NC(=NC(=C1F)Cl)N1C(=NC2=C1C=C(C=C2)F)C 1-(4,6-dichloro-5-fluoropyrimidin-2-yl)-6-fluoro-2-methyl-1H-benzo[d]imidazole